(R)-piperidine-3-carboxylic acid ethyl ester hydrochloride Cl.C(C)OC(=O)[C@H]1CNCCC1